4-bromo-6-(trifluoromethyl)-1H-indazole BrC1=C2C=NNC2=CC(=C1)C(F)(F)F